ClC=1C(=CC2=C(N(C[C@H](N(S2(=O)=O)C)C2CCCCC2)C2=CC=CC=C2)C1)C=1C=CC(=C(C(=O)O)C1)[N+](=O)[O-] (R)-5-(7-chloro-3-cyclohexyl-2-methyl-1,1-dioxido-5-phenyl-2,3,4,5-tetrahydrobenzo[f][1,2,5]thiadiazepin-8-yl)-2-nitrobenzoic acid